N1(CCC1)C(=O)C1=C(C=C(C=N1)NC(=O)N1C[C@](C2=C1C=NC=1N2N=C(C1)Cl)(C(F)(F)F)C)C(F)F (R)-N-(6-(azetidine-1-carbonyl)-5-(difluoromethyl)pyridin-3-yl)-2-chloro-8-methyl-8-(trifluoromethyl)-7,8-dihydro-6H-pyrazolo[1,5-a]pyrrolo[2,3-e]pyrimidine-6-carboxamide